CS(=O)(=O)C1=CC=C2NCC(NC2=C1)=O 7-methanesulfonyl-3,4-dihydroquinoxalin-2(1H)-one